CN1CC(C1)(C)[C@](O)(C1=CC=C(C=C1)OC(F)(F)F)C1=CC(=CC=C1)C1=NC(=NO1)COC1=CC=CC=C1 (S)-(1,3-Dimethyl-azetidin-3-yl)-[3-(3-phenoxymethyl-[1,2,4]oxadiazol-5-yl)-phenyl]-(4-trifluoromethoxy-phenyl)-methanol